O=C1NC(CCC1N1C(C2=CC=C(C=C2C1=O)C1(CCN(CC1)CC1=CC=C(C=C1)SC(C)C)O)=O)=O 2-(2,6-dioxopiperidin-3-yl)-5-(4-hydroxy-1-(4-(isopropylthiO)benzyl)piperidin-4-yl)isoindoline-1,3-dione